1-(2-(trimethylsilyl)ethoxymethyl)-2-chlorobenzoimidazole C[Si](CCOCN1C(=NC2=C1C=CC=C2)Cl)(C)C